ClC1=C(C=CC(=C1)Cl)[C@H]1[C@@H](C1)NC(=O)[C@]1(C=2C=CC=NC2[C@@](CC1)(C)O)F (5S,8S)-N-((trans)-2-(2,4-dichlorophenyl)cyclopropyl)-5-fluoro-8-hydroxy-8-methyl-5,6,7,8-tetrahydro-quinoline-5-carboxamide